2-(2-fluoro-4-(4-hydroxy-3-isopropylbenzyl)-5-(prop-1-en-2-yl)phenoxy)-N-methylacetamide FC1=C(OCC(=O)NC)C=C(C(=C1)CC1=CC(=C(C=C1)O)C(C)C)C(=C)C